(dodecylphenyl) carbamate C(N)(OC1=C(C=CC=C1)CCCCCCCCCCCC)=O